Cl.N[C@H](C(=O)NC1=CC=C2C(=NN(C2=C1)C=1C=C(C=CC1)C)C(F)F)CO (S)-2-amino-N-(3-(difluoromethyl)-1-(m-tolyl)-1H-indazol-6-yl)-3-hydroxypropanamide hydrochloride